1-(3-bromo-2-fluoro-phenyl)vinyloxy-triethyl-silane BrC=1C(=C(C=CC1)C(=C)O[Si](CC)(CC)CC)F